1-chlorocarbonyl-4-piperidinopiperidine hydrochloride Cl.ClC(=O)N1CCC(CC1)N1CCCCC1